4-((3,4-dioxo-2-((2,4,4-trimethyl-4,5,6,7-tetrahydrobenzo[d]thiazol-7-yl)amino)cyclobut-1-en-1-yl)amino)-3-hydroxy-N,N-dimethylpicolinamide O=C1C(=C(C1=O)NC1=C(C(=NC=C1)C(=O)N(C)C)O)NC1CCC(C=2N=C(SC21)C)(C)C